R-propylene oxide C1[C@@H](C)O1